P(OC=CC)([O-])=O.[Na+] (1Z)-sodium prop-1-en-1-yl phosphonate